ClCCC=1C=C2CCC(C2=CC1)N1CCC(CC1)C(=O)O (5-(2-Chloroethyl)-2,3-dihydro-1H-inden-1-yl)piperidine-4-carboxylic acid